4,7-bis(4-aminophenyl)-α-methyl-1H-benzoimidazole-2-methanol NC1=CC=C(C=C1)C1=CC=C(C=2NC(=NC21)C(O)C)C2=CC=C(C=C2)N